7-chloro-N-(cyclopropylmethyl)-1-methyl-N-[1-(3-pyrimidin-2-ylpyrazin-2-yl)ethyl]-5-(trifluoromethyl)indazol-3-amine ClC=1C=C(C=C2C(=NN(C12)C)N(C(C)C1=NC=CN=C1C1=NC=CC=N1)CC1CC1)C(F)(F)F